BrC=1C=C(C(=O)OC(C)(C)C)C=C(C1)SCCC(=O)OCC(CCCC)CC tert-Butyl 3-bromo-5-((3-((2-ethylhexyl)oxy)-3-oxopropyl)thio)benzoate